butyl 3-[[(2,3-dichloro-6-hydroxyphenyl)(pyridin-4-yl)methyl]carbamoyl]azetidine-1-carboxylate ClC1=C(C(=CC=C1Cl)O)C(C1=CC=NC=C1)NC(=O)C1CN(C1)C(=O)OCCCC